7-(chloromethyl)-6-fluoro-5H-pyrazolo[1,5-a]quinoxalin-4-one ClCC=1C(=C2NC(C=3N(C2=CC1)N=CC3)=O)F